C1(CCCCCC1)P(CCCP(C1CCCCCC1)C1CCCCCC1)C1CCCCCC1 1,3-bis(dicycloheptylphosphino)propane